ClC1=CC(=CC(=N1)N1C(C2=CC(=CC(=C2C1)C(F)(F)F)CN1C[C@H](CCC1)C)=O)C1(CC(C1)C)C1=NN=CN1C 2-{6-chloro-4-[3-methyl-1-(4-methyl-1,2,4-triazol-3-yl)cyclobutyl]pyridin-2-yl}-6-{[(3S)-3-methylpiperidin-1-yl]methyl}-4-(trifluoromethyl)-3H-isoindol-1-one